COC(C1CCN(CC1)C1=CC=C(C=C1)[C@@H]1[C@@H](OCC2=CC(=CC=C12)O)C1=C(C=CC=C1)F)OC (3R,4S)-4-(4-(4-(dimethoxymethyl)piperidin-1-yl)phenyl)-3-(2-fluorophenyl)isochroman-7-ol